C1(=CC=C(C=C1)NC(=O)[C@H]1CC12CCN(CC2)C(=O)OC(C(F)(F)F)C(F)(F)F)C 1,1,1,3,3,3-hexafluoropropan-2-yl (S)-1-(p-tolylcarbamoyl)-6-azaspiro[2.5]octane-6-carboxylate